N1N=CC=2C1=NC(=CN2)N[C@@H](C)C=2C=C(C=CC2)NC(C2=CN=CC(=C2)CO)=O (S)-N-(3-(1-((1H-pyrazolo[3,4-b]pyrazin-6-yl)amino)ethyl)phenyl)-5-(hydroxymethyl)nicotinamide